3-(4-Oxopyrrolo[4,3,2-de]cinnolin-5(4H)-yl)piperidine-2,6-dione O=C1N(C=2C=3C1=CN=NC3C=CC2)C2C(NC(CC2)=O)=O